2-chloro-N-(4-(1-methyl-4-(trifluoromethyl)-1H-imidazol-2-yl)benzyl)-5-(trifluoromethyl)pyrimidin-4-amine ClC1=NC=C(C(=N1)NCC1=CC=C(C=C1)C=1N(C=C(N1)C(F)(F)F)C)C(F)(F)F